C1(CCCC1)NC1=CC(=C2C(NC(=NC2=C1)CS[C@@H]1[C@@H](CN(CC1)C)F)=O)F 7-(Cyclopentylamino)-5-fluoro-2-((((cis)-3-fluoro-1-methylpiperidin-4-yl)thio)methyl)quinazolin-4(3H)-one